ClC=1C=C(C=CC1)C1(CC1)C(=O)N1[C@@H]([C@H]2C([C@H]2C1)(C)C)C(=O)N[C@@H](C[C@H]1C(NCC1)=O)C(C(=O)NC1CC1)=O (1R,2S,5S)-3-(1-(3-Chlorophenyl)cyclopropanecarbonyl)-N-((S)-4-(cyclopropylamino)-3,4-dioxo-1-((S)-2-oxopyrrolidin-3-yl)butan-2-yl)-6,6-dimethyl-3-azabicyclo[3.1.0]hexane-2-carboxamide